FC=1C(=C(C=C(C1)\C=C\C1=NC=C(C=C1)F)O)C(C)C (E)-3-fluoro-5-(2-(5-fluoropyridin-2-yl)vinyl)-2-isopropylphenol